C(C)C1=NN(C2=C1C(NCC1(CCOCC1)C2)=O)CCCOC(=O)C2=C(N=NC=C2)C 3-(3-Ethyl-4-oxo-spiro[6,8-dihydro-5H-pyrazolo[4,3-c]azepin-7,4'-tetrahydropyran]-1-yl)propyl-3-methylpyridazin-4-carboxylat